2-(3-(6,7-dichloro-2-(2-hydroxyacetyl)-2,3,4,5-tetrahydro-1H-pyrido[4,3-b]indol-9-yl)-1H-pyrazol-1-yl)acetamide ClC1=C(C=C(C=2C3=C(NC12)CCN(C3)C(CO)=O)C3=NN(C=C3)CC(=O)N)Cl